silver ammonium phosphate P(=O)([O-])([O-])[O-].[NH4+].[Ag+2]